(S)-3-cyclopropyl-3-(3-(((2'-fluoro-5'-methoxy-3-methyl-[1,1'-biphenyl]-4-yl)oxy)carbonyl)phenyl)propanoic acid C1(CC1)[C@H](CC(=O)O)C1=CC(=CC=C1)C(=O)OC1=C(C=C(C=C1)C1=C(C=CC(=C1)OC)F)C